N(C1=CC=CC=C1)C(=O)NC(OCC(CC1=CC=CC=C1)N)=O 2-amino-3-phenylpropyl (anilinocarbonyl)carbamate